C(CCCCCCCCCCC)(=O)N(CCC(=O)O)C.[K] potassium lauroyl-methyl-β-alanine